3-(4-chlorophenyl)-5-(2-prop-2-ylpyrazol-3-yl)-N-(1,1,1-trifluoro-2-methylpropan-2-yl)benzamide ClC1=CC=C(C=C1)C=1C=C(C(=O)NC(C(F)(F)F)(C)C)C=C(C1)C=1N(N=CC1)C(C)C